(S)-2-(1-(benzo[d][1,3]dioxole-5-yl)-2,5-dimethyl-1H-pyrrol-3-yl)-6-bromo-N-(1-(ethylsulfonyl)pyrrolidine-3-yl)-3H-imidazo[4,5-b]pyridine-7-amine O1COC2=C1C=CC(=C2)N2C(=C(C=C2C)C2=NC=1C(=NC=C(C1N[C@@H]1CN(CC1)S(=O)(=O)CC)Br)N2)C